5-[(2R)-2-(2,5-Difluorophenyl)-1-pyrrolidinyl]pyrazole FC1=C(C=C(C=C1)F)[C@@H]1N(CCC1)C1=CC=NN1